Methyl 1-phenethylpiperidine-4-carboxylate C(CC1=CC=CC=C1)N1CCC(CC1)C(=O)OC